C(C)(C)C1=CC=C(C=C1)[C@H](C=1SC=CC1)NC(=O)[C@H]1[C@H](CCCC1)C(=O)O (1S,2R)-2-(((R)-(4-isopropylphenyl)(thiophen-2-yl)methyl)carbamoyl)cyclohexane-1-carboxylic acid